C(C)(C)(C)OC(=O)N[C@H](C(=O)N1[C@@H]([C@@H]2[C@H](C1)CCC2)C(=O)O)C(C)(C)C (1S,3aR,6aS)-2-((S)-2-((tert-butoxycarbonyl)amino)-3,3-dimethylbutanoyl)octahydrocyclopenta[c]pyrrole-1-carboxylic acid